propylenedioxy-bis(ethylacetoacetate) titanium [Ti+4].C(C(C)OC(C(CC(=O)[O-])=O)CC)OC(C(CC(=O)[O-])=O)CC.C(C(C)OC(C(CC(=O)[O-])=O)CC)OC(C(CC(=O)[O-])=O)CC